Bromodecanoic acid BrC(C(=O)O)CCCCCCCC